FC=1C(=C2C(=C(NC2=C(C1)C(=O)N)C)C)C1=C2CCNCC2=CC=C1 (RS)-5-fluoro-2,3-dimethyl-4-(1,2,3,4-tetrahydroisoquinolin-5-yl)-1H-indole-7-carboxamide